2,8-dichloro-9-(4-(1-isopropyl-4-(trifluoromethyl)-1H-imidazol-2-yl)benzyl)-9H-Purine ClC1=NC=C2N=C(N(C2=N1)CC1=CC=C(C=C1)C=1N(C=C(N1)C(F)(F)F)C(C)C)Cl